isopropyl (2R)-2-(3-((benzyloxy)carbonyl)thioureido)-2-(4-(1-(difluoromethyl)-1H-pyrazol-4-yl)phenyl)-4-methyl-5-(methylsulfonyl)pentanoate C(C1=CC=CC=C1)OC(=O)NC(N[C@](C(=O)OC(C)C)(CC(CS(=O)(=O)C)C)C1=CC=C(C=C1)C=1C=NN(C1)C(F)F)=S